(1-methyl-piperidin-4-yl)methanamine CN1CCC(CC1)CN